tris-(aminopropyl)amine NCCCN(CCCN)CCCN